BrCCCCCCOC1=CC=C(C=C1)OCCCCCCBr 1,4-di(6-bromohexyloxy)benzene